O1C=C(C=C1)C=1C=C2C=3CCCC(C3NC2=CC1)N[C@H](C)C1=CC=CC=C1 6-(furan-3-yl)-N-((R)-1-phenylethyl)-2,3,4,9-tetrahydro-1H-carbazol-1-amine